CC12CC3(CC(C4=C(C(C1)C3)C=CC=C4)C2)NC(=O)NC2CCN(CC2)C(=O)C2CC2 1-(9-methyl-5,6,8,9,10,11-hexahydro-7H-5,9:7,11-dimethanobenzo[9]annulen-7-yl)-3-(1-(cyclopropanecarbonyl)piperidin-4-yl)urea